(2-morpholinoethyl)-2-naphthol O1CCN(CC1)CCC1=C(C=CC2=CC=CC=C12)O